9-(2,4-difluorophenyl)-3-fluoro-2-methyl-7-((2S,4R)-2-(1-methyl-1H-pyrazol-4-yl)tetrahydro-2H-pyran-4-yl)-4H-pyrazino[1,2-a]pyrimidin-4-one FC1=C(C=CC(=C1)F)C1=NC(=CN2C1=NC(=C(C2=O)F)C)[C@H]2C[C@H](OCC2)C=2C=NN(C2)C